C1(CC1)NC(COC1=CC=C(C=C1)C1=NC2=C(N1)C=CC(=C2)N2C(C1=CC=C(C=C1C2)N2CCCCC2)=O)=O N-cyclopropyl-2-(4-(5-(1-oxo-5-(piperidin-1-yl)-1,3-dihydro-2H-isoindol-2-yl)-1H-benzimidazol-2-yl)phenoxy)acetamide